CN1N=CC(=C1)C1=CC=NC2=CC=CC=C12 4-(1-methyl-1H-pyrazol-4-yl)quinolin